tert-butyl (R)-3-(3-(4-(tert-butoxycarbonyl)-3-oxopiperazin-1-yl)-5-chlorophenyl)morpholine-4-carboxylate C(C)(C)(C)OC(=O)N1C(CN(CC1)C=1C=C(C=C(C1)Cl)[C@H]1N(CCOC1)C(=O)OC(C)(C)C)=O